BrC=1C=C2C(=C(C=NC2=CC1)C=O)NC(C)C 6-bromo-4-(isopropylamino)quinoline-3-carbaldehyde